The molecule is a tirucallane triterpenoid found in Dysoxylum lenticellatum. It has a role as a plant metabolite. It is a cyclic terpene ketone, an epoxide and a tirucallane triterpenoid. C[C@]12CCC(=O)C([C@@H]1CC=C3[C@@H]2CC[C@@]4([C@@]3(CC[C@H]4C(CC(=O)[C@H]5C(O5)(C)C)C(=O)O)C)C)(C)C